CN(C)CC1=C(C(=C(C=C1)B(O)O)F)F (4-((Dimethylamino)methyl)-2,3-difluorophenyl)boronic acid